C(C)(C)(C)OC(NCCC=O)=O.ClC=1C=NN(C(C1Cl)=O)C1CCC(CC1)N(C1=CC=C(C=C1)F)CCCNC(OC(C)(C)C)=O tert-butyl N-[3-(N-[4-(4,5-dichloro-6-oxo-pyridazin-1-yl)cyclohexyl]-4-fluoro-anilino)propyl]carbamate tert-butyl-N-(3-oxopropyl)carbamate